BrC=1C=C2C=CC3(CCOCC3)C2=CC1 5-bromo-2',3',5',6'-tetrahydrospiro[indene-1,4'-pyran]